O1CCC(CC1)N1CC(NCC1)=O 4-(tetrahydro-2H-pyran-4-yl)-2-oxopiperazine